C(CCC)[Si](C1=CC=C(C=C1)[Si](O)(O)CCCC)(O)O 1,4-bis(butyldihydroxysilyl)benzene